2,2-difluoroethyl 2,2,2-trifluoroethyl carbonate C(OCC(F)F)(OCC(F)(F)F)=O